(2R)-(N-[4-Amino-5-[4-[2-amino-(1S)-methyl-2-oxoethoxy]benzoyl]thiazol-2-yl]anilino)propanamid NC=1N=C(SC1C(C1=CC=C(C=C1)O[C@H](C(=O)N)C)=O)N(C1=CC=CC=C1)[C@@H](C(=O)N)C